F[C@@H]1CN(CC1)C(=O)[C@@H]1C[C@H](CC=2N1C(N(N2)CC=2C=NC(=CC2)C(F)(F)F)=O)C(F)(F)F (5S,7R)-5-{[(3S)-3-fluoropyrrolidin-1-yl]carbonyl}-7-(trifluoromethyl)-2-{[6-(trifluoromethyl)pyridin-3-yl]methyl}-5,6,7,8-tetrahydro[1,2,4]triazolo[4,3-a]pyridin-3(2H)-one